CC(C(=O)C1=CC=C(C=C1)SC)(C)N1CCOCC1 2-methyl-2-morpholino-1-[4-(methylthio)phenyl]propane-1-one